1-butyl-3-(2-(3-methyl-5-oxo-1-((2-(trimethylsilyl)ethoxy)methyl)-1,5-dihydro-4H-1,2,4-triazol-4-yl)spiro[3.5]nonan-7-yl)urea C(CCC)NC(=O)NC1CCC2(CC(C2)N2C(=NN(C2=O)COCC[Si](C)(C)C)C)CC1